(R)-tert-butyl-(3-methyl-1-oxobutan-2-yl)carbamic acid C(C)(C)(C)N(C(O)=O)[C@@H](C=O)C(C)C